FC(C=1OC=CC1C(=O)O)(F)F 2-(trifluoromethyl)furan-3-carboxylic acid